ClC=1C(=NC(=NC1)NC1CCOCC1)C1=CC=C2CN(C(C2=C1)=O)CC(=O)N[C@H](CO)C1=CC(=CC=C1)OC 2-(6-{5-chloro-2-[(oxacyclohex-4-yl)amino]pyrimidin-4-yl}-1-oxo-2,3-dihydro-1H-isoindol-2-yl)-N-[(1S)-2-hydroxy-1-(3-methoxyphenyl)ethyl]acetamide